CC1=C(OC(C(=O)O)(C)C)C(=CC(=C1)CCN1N=CN(C1=O)C1=CC=C(C=C1)C(F)(F)F)C 2-(2,6-dimethyl-4-(2-(5-oxo-4-(4-(trifluoromethyl)phenyl)-4,5-dihydro-1H-1,2,4-triazol-1-yl)ethyl)phenoxy)-2-methylpropanoic acid